tert-butyl(3-(2-chloro-4-(methoxymethoxy)-6-(4,4,5,5-tetramethyl-1,3,2-dioxaborolan-2-yl)phenyl)propoxy)dimethylsilane C(C)(C)(C)[Si](C)(C)OCCCC1=C(C=C(C=C1B1OC(C(O1)(C)C)(C)C)OCOC)Cl